5-bromo-2-(ethoxymethyl)-3-(3-fluorophenyl)-1-tosyl-1H-pyrrolo[2,3-b]pyridine BrC=1C=C2C(=NC1)N(C(=C2C2=CC(=CC=C2)F)COCC)S(=O)(=O)C2=CC=C(C)C=C2